1,3,4,5-tetrahydro-2H-pyridin N1CCCCC1